(3-(5-carbamoyl-7-methoxy-2-(quinoline-2-carboxamido)-1H-benzo[d]imidazol-1-yl)propyl)carbamic acid benzyl ester C(C1=CC=CC=C1)OC(NCCCN1C(=NC2=C1C(=CC(=C2)C(N)=O)OC)NC(=O)C2=NC1=CC=CC=C1C=C2)=O